(S)-(3-(5-aminoisoxazol-3-yl)pyrrolidin-1-yl)(1H-indol-2-yl)methanone NC1=CC(=NO1)[C@@H]1CN(CC1)C(=O)C=1NC2=CC=CC=C2C1